5-{2-acetamidoimidazo[1,2-b]pyridazin-6-yl}-2-methoxy-N-{1-[2-(trifluoromethoxy)phenyl]ethyl}pyridine-3-carboxamide C(C)(=O)NC=1N=C2N(N=C(C=C2)C=2C=C(C(=NC2)OC)C(=O)NC(C)C2=C(C=CC=C2)OC(F)(F)F)C1